2,2,2-trichloroethyl (E)-(1-(6-methyl-4,8-dioxo-1,3,6,2-dioxazaborocan-2-yl)but-2-en-1-yl)sulfamate CN1CC(OB(OC(C1)=O)C(\C=C\C)NS(OCC(Cl)(Cl)Cl)(=O)=O)=O